ClC1=C(C=CC=C1)[C@H]1CC[C@H](N1C(=O)C1COC2=CC=CC=C2C1)C(=O)O (2S,5R)-5-(2-chlorophenyl)-1-(chroman-3-carbonyl)pyrrolidine-2-carboxylic acid